(4-((tetrahydrofuran-2-yl)methylamino)-6-(6-(trifluoromethyl)pyridin-2-yl)-1,3,5-triazin-2-ylamino)pyridinecarbonitrile O1C(CCC1)CNC1=NC(=NC(=N1)C1=NC(=CC=C1)C(F)(F)F)NC=1C(=NC=CC1)C#N